COC=1C=NC2=CC=C(C=C2N1)C(C)=O 1-(3-methoxyquinoxalin-6-yl)ethan-1-one